N-(2-bromo-5-fluoro-phenyl)-acetamide BrC1=C(C=C(C=C1)F)NC(C)=O